ethyl (S)-6-(tert-butyl)-1-fluoro-2-oxo-11-(((trifluoromethyl)sulfonyl)oxy)-6,7-dihydro-2H-benzofuro[2,3-a]quinolizine-3-carboxylate C(C)(C)(C)[C@@H]1CC2=C(C3=C(C(C(=CN13)C(=O)OCC)=O)F)OC1=C2C=CC=C1OS(=O)(=O)C(F)(F)F